NC1C(CC2=CC=CC=C12)N 1,2-diaminoindane